CO\N=C\C1=C(C(=C(C(=C1O)C\C=C(\C=C\[C@@]1([C@H]([C@@](CC[C@H]1C)(C)O)C)C)/C)OC)Cl)C (E)-3-chloro-6-hydroxy-5-((2E,4E)-5-((1R,2R,3S,6R)-3-hydroxy-1,2,3,6-tetramethylcyclohexyl)-3-methylpentane-2,4-dien-1-yl)-4-methoxy-2-methylbenzaldehyde O-methyloxime